(3-hydroxy-4-methyl-5-(1-(pyridin-2-yl)-1H-pyrazol-4-yl)picolinoyl)glycine (Formate) C(=O)O.OC=1C(=NC=C(C1C)C=1C=NN(C1)C1=NC=CC=C1)C(=O)NCC(=O)O